Tetraethyl bis(phosphonate) P(OCC)(OCC)=O.P(OCC)(OCC)=O